CN1C([C@H]2N(C([C@H]1C)=O)[C@H]([C@](C2)(C#N)C)C2=CN(C1=CC=CC=C21)S(=O)(=O)C2=CC=CC=C2)=O |r| Racemic-(3r,6s,7s,8as)-2,3,7-trimethyl-1,4-dioxo-6-(1-(phenylsulfonyl)-1H-indol-3-yl)octahydropyrrolo[1,2-a]pyrazine-7-carbonitrile